C(C1=CC=CC=C1)NC=1C=NC=C(C1)C1=CNC2=NC=CC(=C21)OC2=CC=C1CCNCC1=C2 N-Benzyl-5-(4-((1,2,3,4-tetrahydroisochinolin-7-yl)oxy)-1H-pyrrolo[2,3-b]pyridin-3-yl)pyridin-3-amin